FC1=C(C=CC=C1F)C=1NC(=C2N(C1)C(C(=N2)CC=2OC=CC2)=O)CC2=C(C=CC=C2)F 6-(2,3-Difluorophenyl)-8-(2-fluorobenzyl)-2-(furan-2-ylmethyl)imidazo[1,2-a]pyrazin-3(7H)-one